Cl.N[C@@H]1CN(CC[C@@H]1F)C1=NC2=C(N1[C@@H](C)C1=CC=C(C#N)C=C1)C=CC=C2 4-((S)-1-(2-((3R,4S)-3-amino-4-fluoropiperidin-1-yl)-1H-benzo[d]imidazol-1-yl)ethyl)benzonitrile hydrochloride